N-[[4-(5-amino-4-cyano-1-tetrahydropyran-3-yl-pyrazol-3-yl)-2,5-difluoro-phenyl]methyl]-5-fluoro-2-methoxy-benzamide NC1=C(C(=NN1C1COCCC1)C1=CC(=C(C=C1F)CNC(C1=C(C=CC(=C1)F)OC)=O)F)C#N